COC1=C(C=CC=C1)C(=C1CCN(CC1)C(=O)C=1C=NC=C(C1)C)C1=NC=CC=C1 (4-((2-methoxyphenyl)(pyridin-2-yl)methylene)piperidin-1-yl)(5-methylpyridin-3-yl)methanone